N=1N=NN2C1C(=CC=C2)C(=O)O tetrazolo[1,5-a]pyridine-8-carboxylic acid